COC=1C=C(C=CC1)C(CCO)O 1-(3-methoxyphenyl)propane-1,3-diol